3-amino-4-(7-fluoro-1H-indazol-4-yl)-6-piperidin-4-yl-1H-1,10-phenanthrolin-2-one NC=1C(NC2=C3N=CC=CC3=C(C=C2C1C1=C2C=NNC2=C(C=C1)F)C1CCNCC1)=O